C[C@@H]1CNC[C@@H](C1)C 3,5-cis-Dimethylpiperidine